6-((2,3',5'-trifluoro-[1,1'-biphenyl]-3-yl)methyl)-5-azaspiro[2.4]heptane-5-carboxylate FC1=C(C=CC=C1CC1N(CC2(CC2)C1)C(=O)[O-])C1=CC(=CC(=C1)F)F